tin (II) methanol CO.[Sn+2]